tert-butyl 6-[3-(1-benzyloxycyclopropyl)-1,2,4-triazol-1-yl]-2-azaspiro[3.3]heptane-2-carboxylate C(C1=CC=CC=C1)OC1(CC1)C1=NN(C=N1)C1CC2(CN(C2)C(=O)OC(C)(C)C)C1